2-(4-Methoxyphenyl)-1,3-dithian COC1=CC=C(C=C1)C1SCCCS1